2-chloro-3-ethylsulfonyl-pyridine ClC1=NC=CC=C1S(=O)(=O)CC